NC1=C(C=C(C=N1)C1=NN2C(=C1)[C@@]1(CN(CC1)C(=O)NC1CCC1)OCC2)C(F)(F)F |r| (rac)-2-[6-amino-5-(trifluoromethyl)pyridin-3-yl]-N-cyclobutyl-6,7-dihydrospiro[pyrazolo[5,1-c][1,4]oxazine-4,3'-pyrrolidine]-1'-carboxamide